N-{[5-chloro-6-(5-fluoro-2-isoindolinyl)-2-indolyl]methyl}1-fluorocyclopropanecarboxamide ClC=1C=C2C=C(NC2=CC1N1CC2=CC=C(C=C2C1)F)CNC(=O)C1(CC1)F